FC1=CC2=C(CC3(CN(C3)C(=O)OC(C)(C)C)O2)C=C1 tert-Butyl 6-fluorospiro[3H-benzofuran-2,3'-azetidine]-1'-carboxylate